C1(=CC=CC=C1)C1=NC(=CC=C1C1=CC=C(C=C1)C)C1=CC=C(C=C1)C 2-phenyl-3,6-bis(4-methylphenyl)-pyridine